8-chloro-2-methyl-5-pyridin-2-yl-[1,2,4]triazolo[1,5-c]pyrimidin-7-amine ClC=1C=2N(C(=NC1N)C1=NC=CC=C1)N=C(N2)C